BrC1=C(C=2SCC[C@H]3N(C2N=C1)CCNC3)Cl (R)-3-bromo-4-chloro-6,7,7a,8,10,11-hexahydro-9H-pyrazino[1,2-d]pyrido[3,2-b][1,4]thiazepin